(S)-2-(1-((9H-purin-6-yl)amino)propyl)-3-(3-fluorophenyl)-4H-chromen-4-one N1=CN=C2NC=NC2=C1N[C@@H](CC)C=1OC2=CC=CC=C2C(C1C1=CC(=CC=C1)F)=O